(R)-3-hydroxyl-4-(7-Methyl-4-(piperidin-3-ylamino)phthalazin-1-yl)benzonitrile OC=1C=C(C#N)C=CC1C1=NN=C(C2=CC=C(C=C12)C)N[C@H]1CNCCC1